(1-(4-amino-7-bromopyrrolo[2,1-f][1,2,4]triazin-5-yl)piperidin-3-yl)-5-chloro-3-(2-oxo-2-(pyrrolidin-1-yl)ethoxy)thiophene-2-carboxamide, lithium salt [Li+].NC1=NC=NN2C1=C(C=C2Br)N2CC(CCC2)C=2C(=C(SC2Cl)C(=O)[NH-])OCC(N2CCCC2)=O